BrC=1C=CC(=C(C#N)C1)N1N=CC(=C1)C1=C2C(=NC=C1)NC=C2 5-bromo-2-[4-(1H-pyrrolo[2,3-b]pyridin-4-yl)-1H-pyrazol-1-yl]benzonitrile